N-((S)-1,2,3,4-tetrahydronaphthalen-1-yl)-1,2,3,4-tetrahydroisoquinoline-3-carboxamide [C@@H]1(CCCC2=CC=CC=C12)NC(=O)C1NCC2=CC=CC=C2C1